Diiodo[2,6-bis[4-(R)-naphthyl-2-oxazolyl]pyridine] cobalt [Co].IC=1C=C(C(=NC1C=1OC=C(N1)C1=CC=CC2=CC=CC=C12)C=1OC=C(N1)C1=CC=CC2=CC=CC=C12)I